N-(2-chloro-3-((3,5-dimethyl-4-oxo-3,4-dihydroquinazolin-6-yl)amino)phenyl)-3-fluoro-N-((2-(trimethylsilyl)-ethoxy)methyl)propane-1-sulfonamide ClC1=C(C=CC=C1NC=1C(=C2C(N(C=NC2=CC1)C)=O)C)N(S(=O)(=O)CCCF)COCC[Si](C)(C)C